C(CCCCCCCC)(=O)OC[C@@H](OC(CCCCCCCCCCCCCCCCC)=O)COP(=O)([O-])OCC[N+](C)(C)C 1-nonanoyl-2-octadecanoyl-sn-glycero-3-phosphocholine